C1(CCCC1)[Ti](CC)(CC)C1CCCC1 dicyclopentyldiethyltitanium